1-ethyl-4-methyl-2,6-dioxo-1,2,5,6-tetrahydro-pyridine-3-carbonitrile C(C)N1C(C(=C(CC1=O)C)C#N)=O